benzyl 2-(3-hydroxypyrrolidin-3-yl)acetate OC1(CNCC1)CC(=O)OCC1=CC=CC=C1